N=1N=CN(C1)C1CC(C1)C(=O)N1[C@H](COC2=C(C1)C(=CC(=C2)C2=NOC(=N2)C(F)(F)F)F)C (S)-(3-(4H-1,2,4-triazol-4-yl)cyclobutyl)(6-fluoro-3-methyl-8-(5-(trifluoromethyl)-1,2,4-oxadiazol-3-yl)-2,3-dihydrobenzo[f][1,4]oxazepin-4(5H)-yl)methanone